butyl-2-((2S,3R)-3-hydroxy-1-(isopropylamino)-1-oxobutan-2-yl)-1,6-dimethyl-3-oxo-2,5-diazaspiro[3.4]octane-5-carboxylate C(CCC)OC(=O)N1C2(C(N(C2C)[C@H](C(=O)NC(C)C)[C@@H](C)O)=O)CCC1C